C1(=CC=CC=C1)N1C2=CC=CC=C2C=2C=C(C=CC12)C=1C=CC=2N(C3=CC=CC=C3C2C1)C=1C=C(C=CC1)B(O)O [3-(9'-phenyl[3,3'-bi-9H-carbazole]-9-yl)-phenyl]-boronic acid